(4aR,6R,7R,8R,8aR)-8-(4-(5-fluoro-2-methoxyphenyl)-1H-1,2,3-triazol-1-yl)-7-methoxy-2,2-dimethylhexahydropyrano[3,2-d][1,3]dioxine-6-carboxylic acid FC=1C=CC(=C(C1)C=1N=NN(C1)[C@@H]1[C@H]([C@@H](O[C@H]2[C@@H]1OC(OC2)(C)C)C(=O)O)OC)OC